(benzene-1,3,5-triyl)tris(1H-pyrrole-2,5-dione) C1(=CC(=CC(=C1)N1C(C=CC1=O)=O)N1C(C=CC1=O)=O)N1C(C=CC1=O)=O